BrC=1C=CC=2C=3N(C(NC2C1F)=O)C=CC3 8-bromo-7-fluoropyrrolo[1,2-c]quinazolin-5(6H)-one